2-(isoindolin-5-yloxy)-N,N-dimethylethan-1-amine HCl salt Cl.C1NCC2=CC(=CC=C12)OCCN(C)C